methyl (1R,2S,5S)-3-[(2S)-2-amino-3-(4-pyridyl)propanoyl]-6,6-dimethyl-3-azabicyclo[3.1.0]hexane-2-carboxylate N[C@H](C(=O)N1[C@@H]([C@H]2C([C@H]2C1)(C)C)C(=O)OC)CC1=CC=NC=C1